5-(tert-butYl)-2-(3-((8-chloro-[1,2,4]triazolo[4,3-a]quinazolin-5-yl)(methyl)amino)phenyl)pyridine 1-oxide C(C)(C)(C)C=1C=CC(=[N+](C1)[O-])C1=CC(=CC=C1)N(C)C1=NC=2N(C3=CC(=CC=C13)Cl)C=NN2